dimethyl-4,4'-thiodibenzoate COC(C1=CC=C(C=C1)SC1=CC=C(C(=O)OC)C=C1)=O